2-(2,6-dioxopiperidin-3-yl)-5-(3-(methylamino)propoxy)isoindoline-1,3-dione hydrochloride Cl.O=C1NC(CCC1N1C(C2=CC=C(C=C2C1=O)OCCCNC)=O)=O